COC=1C=C2C(=CC(OC2=CC1OC)=O)CBr 6,7-dimethoxy-4-bromomethyl-coumarin